C1=NC=C(C2=CC=CC=C12)N1C(N(C[C@@H]1C#N)C=1C=NC(=CC1)OC)=O (R)-3-(isoquinolin-4-yl)-1-(6-methoxypyridin-3-yl)-2-oxoimidazoline-4-carbonitrile